C(C1=CC=CC=C1)N1C(C(CC1)NC(C1=C(C=C(C(=C1)Cl)NC)OC)=O)C N-(1-benzyl-2-methylpyrrolidin-3-yl)-5-chloro-2-methoxy-4-(methylamino)benzamide